C(N)(=O)C=1C(=NC(=NC1)C=1CN(CC1)C(=O)OC(C)(C)C)C1=CC=C(C=C1)OC1=CC=CC=C1 tert-butyl 3-(5-carbamoyl-4-(4-phenoxyphenyl)pyrimidin-2-yl)-2H-pyrrole-1(5H)-carboxylate